1-Phenyl-1H-pyrazole-3-sulfonamide C1(=CC=CC=C1)N1N=C(C=C1)S(=O)(=O)N